(2R,3R,4R,5R)-2-((1H-imidazol-1-yl) methyl)-5-(4-benzoylamino-2-oxopyrimidin-1(2H)-yl)-4-methoxytetrahydrofuran-3-yl (2-cyanoethyl) diisopropylphosphoramidite C(C)(C)N(P(O[C@@H]1[C@H](O[C@H]([C@@H]1OC)N1C(N=C(C=C1)NC(C1=CC=CC=C1)=O)=O)CN1C=NC=C1)OCCC#N)C(C)C